3,3'-iminobis(5-amino-1,2,4-triazole) N(C1=NNC(=N1)N)C1=NNC(=N1)N